BrC=1C2=C(C=NC1)N=C(N2C)C(F)F 7-bromo-2-(difluoromethyl)-1-methyl-imidazo[4,5-c]pyridine